2-Iodo-5-(trifluoromethyl)benzene IC1=CC=C(C=C1)C(F)(F)F